2-(cyclopropylamino)-8-(1-methyl-4-piperidyl)-6-(5-methyl-4-prop-2-enoyl-2,3-dihydroquinoxalin-1-yl)pyrido[2,3-d]pyrimidin-7-one C1(CC1)NC=1N=CC2=C(N1)N(C(C(=C2)N2CCN(C1=C(C=CC=C21)C)C(C=C)=O)=O)C2CCN(CC2)C